FC1=C(C=CC=C1F)CC(=O)OC methyl 2-(2,3-difluorophenyl)acetate